C(C)(=O)[C@H]1N(CCCC1)C(=O)OC(C)(C)C tert-butyl (2S)-2-acetylpiperidine-1-carboxylate